OCC1=C(C=CC=C1)O hydroxymethylphenol